(difluoro(2-(((S)-1-((2S,4S)-4-hydroxy-2-((R)-2-phenylmorpholine-4-carbonyl)pyrrolidin-1-yl)-3,3-dimethyl-1-oxobutan-2-yl)carbamoyl)benzo[b]thiophen-5-yl)methyl)phosphonic acid FC(C1=CC2=C(SC(=C2)C(N[C@H](C(=O)N2[C@@H](C[C@@H](C2)O)C(=O)N2C[C@H](OCC2)C2=CC=CC=C2)C(C)(C)C)=O)C=C1)(F)P(O)(O)=O